(5-fluoro-2-nitrophenyl)pent-4-enoic acid methyl ester COC(C(CC=C)C1=C(C=CC(=C1)F)[N+](=O)[O-])=O